ClC=1C(=CC=C2C=CC=C(C12)N1CC=2N=C(N=C(C2CC1)N1C[C@@H](N(CC1)C(C(=C)F)=O)CC#N)OCCC(F)F)F (S)-2-(4-(7-(8-chloro-7-fluoronaphthalen-1-yl)-2-(3,3-difluoropropoxy)-5,6,7,8-tetrahydropyrido[3,4-d]pyrimidin-4-yl)-1-(2-fluoroacryloyl)piperazin-2-yl)acetonitrile